((2-chlorothiazol-5-yl)methyl)pyridin-2-amine ClC=1SC(=CN1)CC=1C(=NC=CC1)N